Cl.N1CCC(CC1)CN1CCN(CCC1)C1=NC=CC(=C1)[C@@H]1C(NC(CC1)=O)=O |r| rac-(3R)-3-{2-[4-(piperidin-4-ylmethyl)-1,4-diazepan-1-yl]Pyridin-4-yl}piperidine-2,6-dione hydrochloride